2,6-dicyclohexylpyridine-3-ethylamine C1(CCCCC1)C1=NC(=CC=C1CCN)C1CCCCC1